N-(5-(6-(1-hydroxypropyl)-4-methylpyridin-3-yl)thiazolo[4,5-e][1,2,4]triazolo[4,3-a]pyridin-2-yl)cyclopropanecarboxamide OC(CC)C1=CC(=C(C=N1)C=1C=2N(C3=C(C1)N=C(S3)NC(=O)C3CC3)C=NN2)C